CN(C1CCC(CC1)N)C N',N'-dimethyl-1,4-cyclohexanediamine